5-(3,6-Dihydro-2H-pyran-4-yl)-N-[4-[(6,7-dimethoxy-1,5-naphthyridin-4-yl)oxy]-3-fluorophenyl]-1,2,6-trimethyl-4-oxopyridine-3-carboxamide O1CCC(=CC1)C=1C(C(=C(N(C1C)C)C)C(=O)NC1=CC(=C(C=C1)OC1=CC=NC2=CC(=C(N=C12)OC)OC)F)=O